C(C)N(C(S)=S)CC.FC1=CC=C(C(=O)NC2=CC=CC3=C(C=CC=C23)C2CCOCC2)C=C1 4-Fluoro-N-(5-(tetrahydro-2H-pyran-4-yl)naphthalen-1-yl)benzamide Diethyldithiocarbamate